(3-bromo-2-fluorophenyl)boronic acid BrC=1C(=C(C=CC1)B(O)O)F